N'-(3-bromophenyl)-3-(5,5-dimethyl-1,3-dioxan-2-yl)-5-fluoro-4-(4-methoxybenzyloxy)benzohydrazide BrC=1C=C(C=CC1)NNC(C1=CC(=C(C(=C1)F)OCC1=CC=C(C=C1)OC)C1OCC(CO1)(C)C)=O